(1R)-2-[4-(1,3-benzoxazol-2-yl)-5-hydroxy-1-methyl-6-oxopyrimidin-2-yl]-1-(2-chlorophenyl)-3,4-dihydro-1H-isoquinoline-6-carboxylate O1C(=NC2=C1C=CC=C2)C=2N=C(N(C(C2O)=O)C)N2[C@H](C1=CC=C(C=C1CC2)C(=O)[O-])C2=C(C=CC=C2)Cl